FC=1C=C(C=2C=CC=NC2C1C)C#N 7-fluoro-8-methyl-quinoline-5-carbonitrile